Bicyclo[4.3.0]nonene C12=CCCCC2CCC1